FC1=CC=C2CC(N(C2=C1CNCCCC1CN(C(O1)=O)C1=CC2=C(OCC(N2)=O)C=C1)C)=O 6-(5-(3-(((6-Fluoro-1-methyl-2-oxoindolin-7-yl)methyl)amino)propyl)-2-oxooxazolidin-3-yl)-2H-benzo[b][1,4]oxazin-3(4H)-on